ClC1=CC(=C(C=C1)NC([C@H](C(C)(C)C)NC(OC)=O)=O)C(N[C@H](C(C(=O)NC1CC1)O)CCC(C)(F)F)=O Methyl ((2S)-1-((4-chloro-2-(((3S)-1-(cyclopropylamino)-6,6-difluoro-2-hydroxy-1-oxoheptan-3-yl)carbamoyl)phenyl)amino)-3,3-dimethyl-1-oxobutan-2-yl)carbamate